4-((1-(1H-pyrazol-4-yl)piperidin-4-yl)methyl)piperazine-1-carboxylic acid tert-butyl ester C(C)(C)(C)OC(=O)N1CCN(CC1)CC1CCN(CC1)C=1C=NNC1